FC(S(=O)(=O)OC1N(C=CCC1)C(=O)[O-])(F)F (trifluoromethylsulfonyloxy)-3,4-dihydro-2H-pyridine-1-carboxylate